C1(=CC=C(C=C1)CC#N)CC#N 2,2'-(1,4-phenylene)diacetonitrile